3-(piperidin-4-yl)cyclohexan-1-ol sulfate S(=O)(=O)(O)OC1CC(CCC1)C1CCNCC1